ClC1=CC(N(C=N1)C)=O 6-chloro-3-methylpyrimidin-4(3H)-one